BrC=1C=CC2=C(N(C(=N2)C2=NN(C3=CC=C(C=C23)C(=O)OC)COCC[Si](C)(C)C)COCC[Si](C)(C)C)C1 methyl 3-(6-bromo-1-((2-(trimethylsilyl)ethoxy)methyl)-1H-benzo[d]imidazol-2-yl)-1-((2-(trimethylsilyl)ethoxy)methyl)-1H-indazole-5-carboxylate